3-(piperidin-4-yl)propanoic acid N1CCC(CC1)CCC(=O)O